n-octyl 9,10-epoxystearate C(CCCCCCCC1C(CCCCCCCC)O1)(=O)OCCCCCCCC